(S)-2-(2-((6-oxo-5-(trifluoromethyl)-1,6-Dihydropyridazin-4-yl)amino)propoxy)acetic acid O=C1C(=C(C=NN1)N[C@H](COCC(=O)O)C)C(F)(F)F